FC(C=1C=CC(=C2C=CC=NC12)N1C[C@@H](C[C@@H](C1)C)NC([C@H](C(C)C)O)=O)F (2S)-N-[(3R,5S)-1-[8-(difluoromethyl)quinolin-5-yl]-5-methylpiperidin-3-yl]-2-hydroxy-3-methylbutanamide